methyl 4-((4-(((4-(sec-butyl)phenyl)amino)methyl)piperidin-1-yl)sulfonyl)-1-methyl-1H-pyrrole-2-carboxylate C(C)(CC)C1=CC=C(C=C1)NCC1CCN(CC1)S(=O)(=O)C=1C=C(N(C1)C)C(=O)OC